S1N=C(C2=C1C=CC=C2)N2CCN(CC2)CCC=2C=C1CC(NC1=CC2Cl)=O 5-(2-(4-(1,2-benzisothiazol-3-yl)-1-piperazinyl)ethyl)-6-chloro-1,3-dihydro-2H-indol-2-one